ClC1=C(C=CC2=C1C(=N[C@H](C=1N2C(=NN1)C=1C=NN(C1)C)C)C1=NC=CC=C1F)Cl (4S)-7,8-dichloro-6-(3-fluoro-2-pyridyl)-4-methyl-1-(1-methylpyrazol-4-yl)-4H-[1,2,4]triazolo[4,3-a][1,4]benzodiazepine